1-phenyl-3,5-bis(4-methoxybenzoyl)-1,4-dihydropyridine C1(=CC=CC=C1)N1C=C(CC(=C1)C(C1=CC=C(C=C1)OC)=O)C(C1=CC=C(C=C1)OC)=O